CN(CCCN(C(CCCCCCCC)=O)C(CCCCCCCCC(=O)[O-])CCCCCCCCC(=O)[O-])C 10-(N-(3-(dimethylamino)propyl)nonanamido)-nonadecanedioate